N=C(SC)NC1=C(C=C(C=N1)N(C(OC(C)(C)C)=O)C)C(F)(F)F tert-butyl (6-((imino(methylthio)methyl)amino)-5-(trifluoromethyl)pyridin-3-yl)(methyl)carbamate